BrC1=C2C=CC=NC2=C(C=C1)O 5-Bromo-8-hydroxyquinoline